(S)-N-(4-amino-3,4-dioxo-1-phenylbutan-2-yl)-4-fluorobenzamide NC(C([C@H](CC1=CC=CC=C1)NC(C1=CC=C(C=C1)F)=O)=O)=O